FC1C(C1)C1=CC=NO1 5-(2-fluorocyclopropyl)isoxazole